FC1([C@H](C1)CC1=CNC=2N=CN=C(C21)N[C@@H]2CC[C@@H](N(C2)C(C=C)=O)C)F 1-((2S,5R)-5-((5-(((S)-2,2-difluorocyclopropyl)methyl)-7H-pyrrolo[2,3-d]pyrimidin-4-yl)amino)-2-methylpiperidin-1-yl)prop-2-en-1-one